C(C)(C)(C)OC(=O)N1C(CC2(CC1)OCC(C1=C2SC(=C1)Cl)(O)C(F)F)C 2-chloro-4-(difluoromethyl)-4-hydroxy-2'-methyl-spiro[5H-thieno[2,3-c]pyran-7,4'-piperidine]-1'-carboxylic acid tert-butyl ester